N-(4-((3r,5r,7r)-adamantan-1-yl)phenyl)acetamide C12(CC3CC(CC(C1)C3)C2)C2=CC=C(C=C2)NC(C)=O